C1(=CC(=CC=C1)NC(C1=CC=C(C=C1)N)=O)NC(C1=CC=C(C=C1)N)=O N,N'-(1,3-phenylene)bis(4-aminobenzamide)